N-(5-chloropyridin-2-yl)-1,1,1-trifluoro-N-(trifluoromethylsulfonyl)methane-sulfonamide ClC=1C=CC(=NC1)N(S(=O)(=O)C(F)(F)F)S(=O)(=O)C(F)(F)F